(R)-2-(3,5-dimethylphenyl)-1,5-pentanediol CC=1C=C(C=C(C1)C)[C@H](CO)CCCO